C(C)(=O)OCC(C#C\C(=C\CO)\C)C=C (E)-7-hydroxy-5-methyl-2-vinylhept-5-en-3-yn-1-yl acetate